(4-tert-butoxycarbonylphenyl)boronic acid C(C)(C)(C)OC(=O)C1=CC=C(C=C1)B(O)O